3,5-dibromocarbazole BrC=1C=CC=2NC3=CC=CC(=C3C2C1)Br